C(C)(C)(C)OC(=O)N1CCC(CC1)(C1=C(N=CS1)CO)O.ClC=1C(=C2C=NNC2=C(C1F)NC(C)C)C=1N=CC=2N(C1)C=C(N2)NC(C(C)(C)C)=O N-(6-(5-chloro-6-fluoro-7-(isopropylamino)-1H-indazol-4-yl)imidazo[1,2-a]pyrazin-2-yl)pivalamide tert-butyl-4-hydroxy-4-(4-(hydroxymethyl)thiazol-5-yl)piperidine-1-carboxylate